5-aminopicolinic acid NC=1C=CC(=NC1)C(=O)O